2-amyl-6-methyl-1,4,4a,9a-tetrahydroanthraquinone C(CCCC)C=1CC2C(C3=CC=C(C=C3C(C2CC1)=O)C)=O